acryloyloxysilicon C(C=C)(=O)O[Si]